2-(2-Chloro-3-fluorophenyl)-N-[4-(1-methyl-1H-pyrazol-4-yl)-3-sulfamoylphenyl]acetamide sodium decyl-benzenesulfonate sodium [Na].C(CCCCCCCCC)OS(=O)(=O)C1=CC=CC=C1.[Na].ClC1=C(C=CC=C1F)CC(=O)NC1=CC(=C(C=C1)C=1C=NN(C1)C)S(N)(=O)=O